N1CCCC1 tetrahydropyrrole